FC1=CC(=C(C=C1)C(CC)N1C[C@@H](N(C[C@H]1C)C=1C=2C(N(C(C1)=O)C)=CN(N2)CC#N)C)C(F)(F)F 2-(7-((2S,5R)-4-(1-(4-fluoro-2-(trifluoromethyl)phenyl)propyl)-2,5-dimethylpiperazin-1-yl)-4-methyl-5-oxo-4,5-dihydro-2H-pyrazolo[4,3-b]pyridin-2-yl)acetonitrile